(3-(1-(cis-3-(trifluoromethoxy)cyclobutyl)-1H-pyrazol-4-yl)bicyclo[1.1.1]pent-1-yl)carbamic acid tert-butyl ester C(C)(C)(C)OC(NC12CC(C1)(C2)C=2C=NN(C2)[C@@H]2C[C@@H](C2)OC(F)(F)F)=O